ClC=1C(=NC(=CC1)OC)C(=O)C12NCC(N(C1)CC1=C(N=C3N1C=CC=N3)C3=CC=C(C=C3)C(C)C)CC2 (3-Chloro-6-methoxypyridin-2-yl)(5-{[2-(4-isopropylphenyl)imidazo[1,2-a]pyrimidin-3-yl]methyl}-2,5-diazabicyclo[2.2.2]oct-yl)methanone